BrC1=C(C2=C(OCCO2)C=C1)C=O 6-bromo-2,3-dihydrobenzo[b][1,4]dioxin-5-carbaldehyde